2-(benzyloxy)-1,3-dimethyl-5-nitrobenzene C(C1=CC=CC=C1)OC1=C(C=C(C=C1C)[N+](=O)[O-])C